FC(C1=C(C=CC=C1)C1=C(C=CC=C1)NC(=O)C=1C(=NN(C1)C)C(F)F)(F)F 3-bisfluoromethyl-1-methyl-1H-pyrazole-4-carboxylic acid N-(2'-trifluoromethyl-biphenyl-2-yl)-amide